ClC1=CC(=NC=C1OC1=CC=CC=C1)NC=1C2=C(N=CN1)C=CC(=N2)N2CC1(CCN1)C2 N-(4-chloro-5-phenoxy-2-pyridyl)-6-(1,6-diazaspiro[3.3]heptan-6-yl)pyrido[3,2-d]pyrimidin-4-amine